CN(C)CC1=CC=C(C=C1)S(=O)(=O)NC(CC1=C(C=C(C=C1C(C)C)C1=CC=C(C=C1)F)C(C)C)=O N-{4-[(dimethylamino)methyl]benzene-sulfonyl}-2-[4-(4-fluorophenyl)-2,6-bis(propan-2-yl)phenyl]acetamide